N-[(1R,3S)-3-{[6-chloro-2-(trifluoromethyl)quinolin-4-yl]amino}cyclohexyl]-3-fluorobenzamide ClC=1C=C2C(=CC(=NC2=CC1)C(F)(F)F)N[C@@H]1C[C@@H](CCC1)NC(C1=CC(=CC=C1)F)=O